C(C(=C)C)(=O)O.C1(C=CC(N1)=O)=O.C1(C=CC(N1)=O)=O bismaleimide methacrylate